5-chloro-1-methyl-1H-pyrazolo[3,4-c]pyridazin-3-yl triflate O(S(=O)(=O)C(F)(F)F)C1=NN(C2=NN=C(C=C21)Cl)C